C(CCC)C=1C=C(C=C(C1)C(C)C)C(C)C 5-butyl-1,3-diisopropylbenzene